[Na+].CC1=C(C2=CC=CC=C2C=C1)S(=O)(=O)[O-] methylnaphthalenesulfonic acid, sodium salt